N-(3-chlorophenyl)-N-((5-(5-(difluoromethyl)-1,3,4-oxadiazol-2-yl)thiazol-2-yl)methyl)cyclopropanesulfonamide ClC=1C=C(C=CC1)N(S(=O)(=O)C1CC1)CC=1SC(=CN1)C=1OC(=NN1)C(F)F